CC1(C(C=CC=C1)C)OC 1,2-dimethyl-anisole